C(C1=CC=CC=C1)[C@@H]1CN(CCN1C1=NC=C2C(=N1)N(N=C2C2=C(C(=C(C(=C2)C(F)(F)F)F)OCC2=CC=CC=C2)F)C)C(=O)OC(C)(C)C tert-Butyl (R)-3-benzyl-4-(3-(3-(benzyloxy)-2,4-difluoro-5-(trifluoromethyl)phenyl)-1-methyl-1H-pyrazolo[3,4-d]pyrimidin-6-yl)piperazine-1-carboxylate